C(C1=CC=CC=C1)N1CC=C(C=C1)\C=C\C1=CC(=C(C=C1)OC(F)F)OCC1CC1 (E)-1-benzyl-4-(3-(cyclopropylmethoxy)-4-(difluoromethoxy)styryl)pyridine